[1-[[3-[[(4S)-chroman-4-yl]carbamoyl]phenyl]-(4-fluorosulfonyloxyphenyl)methyl]-4,4-diethyl-6-oxo-hexahydropyrimidin-2-ylidene]ammonium O1CC[C@@H](C2=CC=CC=C12)NC(=O)C=1C=C(C=CC1)C(N1C(NC(CC1=O)(CC)CC)=[NH2+])C1=CC=C(C=C1)OS(=O)(=O)F